(5-chloropyridin-2-yl)(1H-imidazol-1-yl)methanone ClC=1C=CC(=NC1)C(=O)N1C=NC=C1